6-[8-([1,3]thiazolo[5,4-b]pyridin-2-ylcarbamoyl)-3,4-dihydroisoquinolin-2(1H)-yl]pyridine-2-carboxylate N1=C(SC2=NC=CC=C21)NC(=O)C=2C=CC=C1CCN(CC21)C2=CC=CC(=N2)C(=O)[O-]